1,4-bis(di-butylhydroxysilyl)benzene C(CCC)[Si](C1=CC=C(C=C1)[Si](O)(CCCC)CCCC)(O)CCCC